(R)-5-(4,4-difluoropentanoyl)-N-((R)-3-oxo-1-((S)-2-oxopyrrolidin-3-yl)-4-(trifluoromethoxy)butan-2-yl)-5-azaspiro[2.4]heptane-6-carboxamide FC(CCC(=O)N1CC2(CC2)C[C@@H]1C(=O)N[C@H](C[C@H]1C(NCC1)=O)C(COC(F)(F)F)=O)(C)F